FC=1C(=CC=2C3=C(NC(C2C1)=O)COC[C@H]3N(C(=O)N3CC1=CC=C(C=C1C3)C(F)(F)F)C)F (S)-N-(8,9-difluoro-6-oxo-1,4,5,6-tetrahydro-2H-pyrano[3,4-c]isoquinolin-1-yl)-N-methyl-5-(trifluoromethyl)isoindoline-2-carboxylic acid amide